6-benzhydryl-4-tert-butylaniline C(C1=CC=CC=C1)(C1=CC=CC=C1)C1=CC(=CC=C1N)C(C)(C)C